N-prop-2-enyloxy-3H-imidazole C(C=C)ON1CNC=C1